C(C)NCC[Si](OC)(OC)OC N-ethyl-2-aminoethyl-trimethoxysilane